2-tert-butyl-p-cresol C(C)(C)(C)C1=CC(=CC=C1O)C